CC(CCCO)CCCC(CCCC(C)C)C 4,8,12-trimethyltridecan-1-ol